mono-p-guanidinobenzoate N(C(=N)N)C1=CC=C(C(=O)[O-])C=C1